6-(phenylthio)-thymine C1(=CC=CC=C1)SC1=C(C(NC(N1)=O)=O)C